BrC1=NC(=CC=C1N1CN(C2=C(C1=O)C=NC(=C2)C(F)(F)F)C2=C(C=C(C=C2)F)CCCNC(OC(C)(C)C)=O)OC tert-Butyl (3-(2-(3-(2-bromo-6-methoxypyridin-3-yl)-4-oxo-7-(trifluoromethyl)-3,4-dihydro pyrido[4,3-d]pyrimidin-1(2H)-yl)-5-fluorophenyl)propyl)carbamate